N(=[N+]=[N-])CCOC1=CC=C(C=C1)C[C@@H](COCC)N1C=NC=2C=NC=3C=CC=CC3C21 (S)-1-(1-(4-(2-azidoethoxy)phenyl)-3-ethoxyprop-2-yl)-1H-imidazo[4,5-c]quinoline